C(CCC)C1(CSC2=C(N(C1=O)C1=CC=CC=C1)C=C(C(=C2)OC)Cl)CCCC 3,3-dibutyl-7-chloro-8-methoxy-5-phenyl-2,3-dihydro-1,5-benzothiazepine-4(5H)-one